ClC=1C(=C(C=CC1F)[C@H]1[C@@H](O[C@@](C1)(C(F)(F)F)C)C(=O)NC1=CC(=NC=C1)C(=O)NC)OC (2R,3S,4R,5S)-4-[[3-(3-Chloro-4-fluoro-2-methoxy-phenyl)-5-methyl-5-(trifluoromethyl)tetrahydrofuran-2-carbonyl]amino]-N-methyl-pyridin-2-carboxamid